(1S,3R,4S)-2-((3-chlorophenyl)-L-leucyl)-N-((R)-1-cyano-2-((S)-2-oxopyrrolidin-3-yl)ethyl)-5,5-difluoro-2-azabicyclo[2.2.2]octane-3-carboxamide ClC=1C=C(C=CC1)N[C@@H](CC(C)C)C(=O)N1[C@@H]2CC([C@H]([C@@H]1C(=O)N[C@H](C[C@H]1C(NCC1)=O)C#N)CC2)(F)F